isopropyl 2-(3-(4-acetylpiperazin-1-yl)phenyl)-3-(3-acrylamido-4-methylphenyl)-1H-pyrrolo[2,3-b]pyridine-5-carboxylate C(C)(=O)N1CCN(CC1)C=1C=C(C=CC1)C1=C(C=2C(=NC=C(C2)C(=O)OC(C)C)N1)C1=CC(=C(C=C1)C)NC(C=C)=O